(4-amino-3-methyl-1H-pyrazol-1-yl)cyclobutan-1-ol NC=1C(=NN(C1)C1(CCC1)O)C